N1(CCC1)C[C@H](C(=O)NC(C)(C)C1=C(C(=CC=C1)C)Cl)C (R)-3-(azetidin-1-yl)-N-(2-(2-chloro-3-methylphenyl)propan-2-yl)-2-methylpropanamide